ClC1=C(C=CC(=C1NC=1C(=C2C(N(C=NC2=CC1)C)=O)Cl)F)NS(=O)(=O)N1CC(C1)F N-(2-chloro-3-((5-chloro-3-methyl-4-oxo-3,4-dihydro-quinazolin-6-yl)amino)-4-fluorophenyl)-3-fluoroazetidine-1-sulfonamide